FC1=C(C=CC(=C1)F)C1=C(CCC(N1CC)=O)N1N=CC(=C1)C 6-(2,4-difluorophenyl)-1-ethyl-5-(4-methyl-1H-pyrazol-1-yl)-3,4-dihydropyridin-2(1H)-one